4-(4-(4-(2-(3,4-dimethoxyphenyl)-3-isopropyl-1H-indol-5-yl)pyridin-2-yl)piperazin-1-yl)butan-2-ol COC=1C=C(C=CC1OC)C=1NC2=CC=C(C=C2C1C(C)C)C1=CC(=NC=C1)N1CCN(CC1)CCC(C)O